1-[(2-isopropyl-6-methoxy-1H-benzimidazol-1-yl)methyl]-4-propylpyrrolidin C(C)(C)C1=NC2=C(N1CN1CCC(C1)CCC)C=C(C=C2)OC